t-butyl cyanoacrylate C(#N)C(C(=O)OC(C)(C)C)=C